2-(2-hydroxy-3-α-isopropylphenyl-5-tert-octylphenyl)-2H-benzotriazole OC1=C(C=CC=C1C(C)C)C1=C(C=C(C=C1)C(C)(C)CC(C)(C)C)N1N=C2C(=N1)C=CC=C2